2-(2-(4-(3-(4-morpholinobutyl)phenyl)indoline-1-carbonyl)-6,7-dihydrothiazolo[5,4-c]pyridin-5(4H)-yl)acetic acid O1CCN(CC1)CCCCC=1C=C(C=CC1)C1=C2CCN(C2=CC=C1)C(=O)C=1SC=2CN(CCC2N1)CC(=O)O